CC1=CC=C(C=C1)[C+](C1=CC=C(C=C1)C)C1=CC=C(C=C1)C tris(4-methylphenyl)carbenium